isopropyl 4-[(3R)-3-hydroxy-3-(5-methylisoxazol-3-yl)but-1-ynyl]-2,6-dimethyl-7-oxo-1H-pyrrolo[2,3-c]pyridine-3-carboxylate O[C@@](C#CC=1C2=C(C(N(C1)C)=O)NC(=C2C(=O)OC(C)C)C)(C)C2=NOC(=C2)C